methyl (S)-2-(2-(3-(difluoromethyl)-5,6-dihydrocyclopenta[c]pyrazol-1(4H)-yl)acetamido)-3-(3,5-difluorophenyl)propanoate FC(C=1C2=C(N(N1)CC(=O)N[C@H](C(=O)OC)CC1=CC(=CC(=C1)F)F)CCC2)F